N1(CCC1)C1CN(C1)C1=NC=2C[C@@H](CCC2C(=N1)N1C[C@@H](N(CC1)C(C=C)=O)CC#N)N1CCCC2=CC=C(C=C12)F 2-((S)-4-((R)-2-([1,3'-Biazetidin]-1'-yl)-7-(7-fluoro-3,4-dihydroquinolin-1(2H)-yl)-5,6,7,8-tetrahydroquinazolin-4-yl)-1-acryloylpiperazin-2-yl)acetonitrile